4-bromo-3-methoxy-4,6-difluorodibenzo[b,d]furanboronic acid BrC1(C(C=C(C2=C1OC1=C2C=CC=C1F)B(O)O)OC)F